F[C@@H]1CN(CC[C@@H]1OC1=C(C#N)C=C(C=C1)C1=NC(=NC=C1)NC1=CC=C(C(=N1)OC)C1CCN(CC1)C1COC1)C([C@H](C)O)=O 2-[(3R,4S)-3-Fluoro-1-((S)-2-hydroxy-propionyl)-piperidin-4-yloxy]-5-[2-(2-methoxy-1'-oxetan-3-yl-1',2',3',4',5',6'-hexahydro-[3,4']bipyridinyl-6-ylamino)-pyrimidin-4-yl]-benzonitrile